ClC1=NC2=CC=CC=C2C=C1CCl 2-chloro-3-(chloromethyl)quinoline